C1(C(C=C1)=O)=O cyclobutendione